tert-butyl 3-[1-(2,6-dioxopiperidin-3-yl)-3-methyl-2-oxo-1,3-benzodiazol-5-yl]pyrrolidine-1-carboxylate O=C1NC(CCC1N1C(N(C2=C1C=CC(=C2)C2CN(CC2)C(=O)OC(C)(C)C)C)=O)=O